3-(3-(tert-butylcarbamoyl)-5,6,7,8-tetrahydro-5,8-epoxycyclohepta[c]pyrazol-1(4H)-yl)pyrazine 1-oxide C(C)(C)(C)NC(=O)C=1C2=C(N(N1)C=1C=[N+](C=CN1)[O-])C1CCC(C2)O1